(1R,10R,11R,12S,13S,14R,Z)-10-(((R)-tert-butylsulfinyl)amino)-9-methyl-15-oxa-2-thiabicyclo[9.3.1]pentadec-7-ene C(C)(C)(C)[S@@](=O)N[C@@H]1C(\C=C/CCCCS[C@@H]2CCC[C@H]1O2)C